F[C@H]1CC2=CC=CC=C2CC1 (2R,7as)-2-fluorotetralin